2-(3-(4-((1H-pyrazol-3-yl)amino)-6-methyl-5-((3-methyloxetan-3-yl)methoxy)quinazolin-2-yl)phenoxy)-N-(tert-butyl)acetamide bistrifluoroacetic acid salt FC(C(=O)O)(F)F.FC(C(=O)O)(F)F.N1N=C(C=C1)NC1=NC(=NC2=CC=C(C(=C12)OCC1(COC1)C)C)C=1C=C(OCC(=O)NC(C)(C)C)C=CC1